COC(=O)C=1N=C(NC1C1=CC=C(C=C1)C1=CC=CC=C1)C1=CC=CC=C1 5-([1,1'-biphenyl]-4-yl)-2-phenyl-1H-imidazole-4-carboxylic acid methyl ester